BrC=1C(=NC=C(C(=O)NC2=CC=C(C=C2)OC(F)(F)Cl)C1)Cl 5-bromo-6-chloro-N-(4-(chlorodifluoromethoxy)phenyl)nicotinamide